2-(3,7-dimethylocta-2,6-dien-1-yl)-5-pentyl-4-(pyridin-3-yl)benzene-1,3-diol CC(=CCC1=C(C=C(C(=C1O)C=1C=NC=CC1)CCCCC)O)CCC=C(C)C